8-((cyclopropylmethyl)sulfonyl)-1,7-dimethyl-3-(pyridin-4-ylmethyl)-1H-purine-2,6(3H,7H)-dione C1(CC1)CS(=O)(=O)C1=NC=2N(C(N(C(C2N1C)=O)C)=O)CC1=CC=NC=C1